decanyl mercaptan C(CCCCCCCCC)S